diamino-triazole NC1=C(N=NN1)N